3,5-dibutyl-4-hydroxy-2-methylbenzoic acid C(CCC)C=1C(=C(C(=O)O)C=C(C1O)CCCC)C